(5-fluoro-2-methoxy-4-vinylphenyl)-N-(isoxazol-3-yl)-N-(4-methoxybenzyl)-2-oxo-1,2-dihydroquinoline-6-sulfonamide FC=1C(=CC(=C(C1)N1C(C=CC2=CC(=CC=C12)S(=O)(=O)N(CC1=CC=C(C=C1)OC)C1=NOC=C1)=O)OC)C=C